(2S)-3-{4-[(1S)-5-bromo-3,3-dimethyl-2,3-dihydro-1H-inden-1-yl]piperazin-1-yl}propane-1,2-diol BrC=1C=C2C(C[C@@H](C2=CC1)N1CCN(CC1)C[C@@H](CO)O)(C)C